Benzyl (S)-2-amino-1-(3-methoxy-2,6-dimethylphenyl)-5,6-dimethyl-1H-pyrrolo[2,3-b]pyridine-3-carboxylate NC1=C(C=2C(=NC(=C(C2)C)C)N1C1=C(C(=CC=C1C)OC)C)C(=O)OCC1=CC=CC=C1